ClC1=C(CNC(=O)[C@]2(C=3C=CC=NC3[C@@](CC2)(C)O)F)C(=CC(=C1)F)CO (5s,8s)-N-(2-chloro-4-fluoro-6-(hydroxymethyl)benzyl)-5-fluoro-8-hydroxy-8-methyl-5,6,7,8-tetrahydroquinoline-5-carboxamide